C(CCCCCCCCC)SSCCCCO 4-(decyldithio)butan-1-ol